isopentadecyl bromide C(CCCCCCCCCCCC(C)C)Br